C1(CC1)N(CC[C@@H](C(=O)O)NC1=NC=C(C=N1)C1CC1)CCCCC1=NC=2NCCCC2C=C1 (S)-4-(cyclopropyl(4-(5,6,7,8-tetrahydro-1,8-naphthyridin-2-yl)butyl)amino)-2-((5-cyclopropylpyrimidin-2-yl)amino)butanoic acid